(((tert-butyldimethylsilyl)oxy)methyl)-1-oxo-2,8-diazaspiro[4.5]decane-8-carboxylic acid tert-butyl ester C(C)(C)(C)OC(=O)N1CCC2(CCN(C2=O)CO[Si](C)(C)C(C)(C)C)CC1